CC=1N(C2=C(C=NC=3C=CC(=CC23)C=2C=C3C(=NC2)NC=C3)N1)C1=CC=C(C=C1)CC#N 2-(4-(2-methyl-8-(1H-pyrrolo[2,3-b]pyridin-5-yl)-1H-imidazo[4,5-c]quinolin-1-yl)phenyl)acetonitrile